N1-(2-(4-isopropylpiperidin-1-yl)pyrimidin-5-yl)cyclobutane-1,3-diamine C(C)(C)C1CCN(CC1)C1=NC=C(C=N1)NC1CC(C1)N